2-[5-[5-(Tert-Butoxycarbonylamino)-4-cyano-1-isopropyl-pyrazol-3-yl]-2-pyridinyl]propionic acid methyl ester COC(C(C)C1=NC=C(C=C1)C1=NN(C(=C1C#N)NC(=O)OC(C)(C)C)C(C)C)=O